BrC1=CC=C(C=N1)N1[C@@H](CN(CC1)C)C (R)-1-(6-bromopyridin-3-yl)-2,4-dimethylpiperazine